C(C)C1=NC(=NC=C1O[C@@H]1C[C@H](CCC1)C(=O)OC(C)C)C=1C=NN(C1CO)C Isopropyl (1S,3S)-3-((4-ethyl-2-(5-(hydroxymethyl)-1-methyl-1H-pyrazol-4-yl)pyrimidin-5-yl)oxy)cyclohexane-1-carboxylate